methyl (S)-2-(S-(4-bromophenyl)-7-methoxy-2-thioxo-2,3-dihydro-1H-benzo[e][1,4]diazepin-3-yl)acetate BrC1=CC=C(C=C1)S=C1[C@@H](N=CC2=C(N1)C=CC(=C2)OC)CC(=O)OC